FC(C1=CN=C2N1C=C(C=C2)C2=CNC=1N=C(N=CC12)N[C@@H]1CC[C@@H](CC1)OC(F)(F)F)F 5-(3-(difluoromethyl)imidazo[1,2-a]pyridin-6-yl)-N-(cis-4-(trifluoromethoxy)cyclohexyl)-7H-pyrrolo[2,3-d]pyrimidin-2-amine